2-propyl-4-hexyl-6-butylphenol C(CC)C1=C(C(=CC(=C1)CCCCCC)CCCC)O